2-(difluoromethoxy)-4-[4-(difluoromethyl)-2-methyl-6-[1-[(3S)-oxolan-3-yl]pyrazol-4-yl]indazol-3-yl]-6-methoxybenzamide FC(OC1=C(C(=O)N)C(=CC(=C1)C=1N(N=C2C=C(C=C(C12)C(F)F)C=1C=NN(C1)[C@@H]1COCC1)C)OC)F